(S)-4-(5-((2,3-dihydro-1H-inden-1-yl)carbamoyl)thiophen-2-yl)-6-(4-fluorophenethyl)-2-isobutyl-5-(5-methyl-1,3,4-oxadiazol-2-yl)nicotinamide [C@@H]1(CCC2=CC=CC=C12)NC(=O)C1=CC=C(S1)C1=C(C(=NC(=C1C(=O)N)CC(C)C)CCC1=CC=C(C=C1)F)C=1OC(=NN1)C